3-[(4-fluoro-benzenesulfonyl)-methyl-amino]1,2,3,4-tetrahydro-carbazol-9-yl-(propionic acid) FC1=CC=C(C=C1)S(=O)(=O)N(C1CCC=2N(C3=CC=CC=C3C2C1)C(C(=O)O)C)C